COC=1C=C2C(=NC(=NC2=CC1OC)N1CCCCC1)NCCOC=1C=C(C=CC1)C(=O)N1CCCC1 (3-(2-((6,7-dimethoxy-2-(piperidin-1-yl)quinazolin-4-yl)amino)ethoxy)phenyl)(pyrrolidin-1-yl)methanone